2-Amino-7-fluoro-4-(4-fluoro-6-oxo-8,9,10,11,11a,12-hexahydro-6H-pyrazino[2',1':3,4][1,4]diazepino[6,7,1-hi]indazol-3-yl)benzo[b]thiophene-3-carbonitrile NC1=C(C2=C(S1)C(=CC=C2C2=C1C=NN3C1=C(C=C2F)C(N2C(C3)CNCC2)=O)F)C#N